N[C@H](C1=NC2=C(N1)C=C(C=C2)[C@H](NC(CC2CC(C2)(F)F)=O)C2CC2)[C@@H]2CC(CCC2)(F)F N-((R)-(2-((S)-Amino((S)-3,3-difluorocyclohexyl)methyl)-1H-benzo[d]imidazol-6-yl)(cyclopropyl)methyl)-2-(3,3-difluorocyclobutyl)acetamide